C(#N)CNC=1C=C(C(=O)OC)C=CC1C1N(CCCC1)CC1=C2C=CNC2=C(C=C1OC)C Methyl 3-[(cyanomethyl)amino]-4-{1-[(5-methoxy-7-methyl-1H-indol-4-yl)methyl]piperidin-2-yl}benzoate